1-(((5-Chloro-2-((2-methoxy-6-methyl-5,6,7,8-tetrahydro-1,6-naphthyridin-3-yl)amino)pyrimidine-4-yl)amino)methyl)-N-ethylcyclobutane-1-carboxamide ClC=1C(=NC(=NC1)NC=1C(=NC=2CCN(CC2C1)C)OC)NCC1(CCC1)C(=O)NCC